tert-butyl N-[(1S)-3-(5-cyano-7-fluoro-1,2,3,4-tetrahydro-cyclopenta[b]indol-8-yl)cyclohex-3-en-1-yl]carbamate C(#N)C1=CC(=C(C=2C3=C(NC12)CCC3)C=3C[C@H](CCC3)NC(OC(C)(C)C)=O)F